2-[3-cyclopropyl-5-(trifluoromethyl)pyrazol-1-yl]-1-[(2R,3R)-2-(3-methoxy-2-methyl-phenyl)-3-morpholino-pyrrolidin-1-yl]ethanone C1(CC1)C1=NN(C(=C1)C(F)(F)F)CC(=O)N1[C@@H]([C@@H](CC1)N1CCOCC1)C1=C(C(=CC=C1)OC)C